3-(1-octyl-1H-imidazol-3-ium-3-yl)butane-1-sulfonate C(CCCCCCC)N1C=[N+](C=C1)C(CCS(=O)(=O)[O-])C